C(C)(C)(C)OC(=O)N(CC#CC1=C(C=CC(=C1)F)NC1=C(C(=O)OC)C=C(C(=C1)F)F)C1=NC(=CC=C1[N+](=O)[O-])OC methyl 2-((2-(3-((tert-butoxycarbonyl)(6-methoxy-3-nitropyridin-2-yl)amino)prop-1-yn-1-yl)-4-fluorophenyl)amino)-4,5-difluorobenzoate